N-(azetidin-3-ylmethyl)-7-(8-chloronaphthalen-1-yl)-8-fluoro-N-methyl-2-((tetrahydro-1H-pyrrolizin-7a(5H)-yl)methoxy)pyrido[4,3-d]pyrimidin-4-amine N1CC(C1)CN(C=1C2=C(N=C(N1)OCC13CCCN3CCC1)C(=C(N=C2)C2=CC=CC1=CC=CC(=C21)Cl)F)C